[2,2-difluoro-7-(methylsulfonyl)-4-indanyl]-6-fluoro-1,2,3,4-tetrahydronaphthalene FC1(CC2=C(C=CC(=C2C1)C1CCCC2=CC(=CC=C12)F)S(=O)(=O)C)F